ClC=1C(=C2C=NNC2=C(C1F)N(C)C1CC1)C=1N=CC=2N(C1)C=C(N2)NC(=O)[C@H]2[C@@H](C2)F (1S,2R)-N-(6-(5-chloro-7-(cyclopropyl(methyl)amino)-6-fluoro-1H-indazol-4-yl)imidazo[1,2-a]pyrazin-2-yl)-2-fluorocyclopropane-1-carboxamide